N-(3-(3,4-dihydroisoquinolin-2(1H)-yl)-2-hydroxypropyl)-3-((1-(tetrahydro-2H-pyran-4-yl)ethyl)amino)benzamide C1N(CCC2=CC=CC=C12)CC(CNC(C1=CC(=CC=C1)NC(C)C1CCOCC1)=O)O